[Cl-].COC([N+](CCCCCCCCCC)(CCCCCCCCCC)CCC[SiH3])(OC)OC trimethoxy-silylpropyldidecylmethylammonium chloride